C(C)(C)(C)OC(=O)N1C[C@@H](CCC1)NC1=NN=C(C=2CCCCC12)C1=C(C=C(C=C1)C(F)(F)F)O (3R)-3-[[4-[2-hydroxy-4-(trifluoromethyl)phenyl]-5,6,7,8-tetrahydrophthalazin-1-yl]amino]piperidine-1-carboxylic acid tert-butyl ester